OC1=C(C=CC(=C1)O)C(\C=C\C1=CC(=C(C=C1)OC)COC1=CC2=CC=CC=C2C=C1)=O (E)-1-(2,4-Dihydroxyphenyl)-3-[4-methoxy-3-(naphthalen-2-yloxymethyl)phenyl]prop-2-en-1-one